FC1(C(C(C2=C(C(=C(C(=C2C1(F)F)F)F)F)F)=O)(C(C(F)(F)F)(F)F)C(C(C(C(C(C(C(F)(F)F)(F)F)(F)F)(F)F)(F)F)(F)F)(F)F)F perfluoroheptyl-ethyl-tetralone